C(C)OC(=O)C1=NN=C(N1CCC)C1=NC=NC=C1 4-propyl-5-(pyrimidin-4-yl)-4H-1,2,4-triazole-3-carboxylic acid ethyl ester